3-((octylphenoxy)thiocarbonylamino-methyl)-3,5,5-trimethylcyclohexylthiocarbamic acid (octylphenyl) ester C(CCCCCCC)C1=C(C=CC=C1)OC(NC1CC(CC(C1)(C)C)(C)CNC(=S)OC1=C(C=CC=C1)CCCCCCCC)=S